C[N+](CCCCC)(C)C N,N,N-trimethyl-pentan-1-aminium